1-((4-(1H-pyrazol-1-yl)piperidin-1-yl)sulfonyl)-3-methyl-1H-imidazol-3-ium N1(N=CC=C1)C1CCN(CC1)S(=O)(=O)N1C=[N+](C=C1)C